BrC1=CC=2N(C=C1F)N=CC2C(=O)OCC ethyl 5-bromo-6-fluoropyrazolo[1,5-a]pyridine-3-carboxylate